NC=1C2=C(N=CN1)C(=C(N2C2=CC(=C(C=C2)OC2=NC=CC(=N2)C)F)C2=C(C=C(C=N2)NC(CC)=O)OC)CC N-(6-(4-amino-7-ethyl-5-(3-fluoro-4-((4-methylpyrimidin-2-yl)oxy)phenyl)-5H-pyrrolo[3,2-d]pyrimidin-6-yl)-5-methoxypyridin-3-yl)propanamide